(2S)-2-(4-bromophenoxy)-N-cyanopropanamide BrC1=CC=C(O[C@H](C(=O)NC#N)C)C=C1